(1-methyl-1H-1,2,4-triazol-3-yl-5-d)chloromethane hydrochloride Cl.CN1N=C(N=C1[2H])CCl